NC1=NC=C2N(C(N(C2=N1)[C@@H]1O[C@@H]([C@H]([C@H]1O)F)CO)=O)CC=O 2-(2-Amino-9-((2R,3S,4S,5R)-4-fluoro-3-hydroxy-5-(hydroxymethyl)tetrahydrofuran-2-yl)-8-oxo-8,9-dihydro-7H-purin-7-yl)acetaldehyde